O=C(C(=O)OCC=CC(C1=CC=CC=C1)=O)C 4-oxo-4-phenylbut-2-en-1-yl 2-oxopropanoate